C(=O)(O)CN(CC(=O)O)C1=C(C=C(C=C1)C)OCC(=O)O N-(carboxymethyl)-N-{2-[(carboxymethyl)oxy]-4-methylphenyl}glycine